(S)-N-cyclopropyl-3-hydroxy-N-methylpyrrolidine-1-carboxamide C1(CC1)N(C(=O)N1C[C@H](CC1)O)C